methyl 2-bromo-5-((5-cyano-4-(pentan-3-ylamino)pyrimidin-2-yl)amino)benzoate BrC1=C(C(=O)OC)C=C(C=C1)NC1=NC=C(C(=N1)NC(CC)CC)C#N